FC([C@H]1NCCOC1)(F)F (S)-3-(trifluoromethyl)morpholine